OC[C@H](C#CC1=CC=C(C=C1)C1=CC=C(C=C1)C1CC(C1)N[C@@H]1[C@H](COC1)O)N1C(=NC=C1)[C@H](C)O (3R,4S)-4-((3-(4'-((S)-4-hydroxy-3-(2-((S)-1-hydroxyethyl)-1H-imidazol-1-yl)but-1-yn-1-yl)-[1,1'-biphenyl]-4-yl)cyclobutyl)amino)tetrahydrofuran-3-ol